3-(2-(diisopropylamino) ethyl)-1H-indol-4-yl acetate C(C)(=O)OC1=C2C(=CNC2=CC=C1)CCN(C(C)C)C(C)C